CN1N=CC2=CC=C(C(=C12)C)N 1,7-dimethylindazol-6-amine